BrC1=CC=C(C=N1)NC 6-bromo-N-methylpyridin-3-amine